Cl.BrC1=CC=C(C=C1)S(=O)(=O)/C=C/CN (2E)-3-(4-bromobenzenesulfonyl)prop-2-en-1-amine hydrochloride